N-(t-butoxycarbonyl)dicyclohexylamine C(C)(C)(C)OC(=O)N(C1CCCCC1)C1CCCCC1